CC1=C(N=C(S1)NC(CC=1C=C(OCCOCCNC(OC(C)(C)C)=O)C=CC1)=O)C=1C=C2CCN(C2=CC1)C(=O)C1=CN=CN1C tert-butyl 2-(2-(3-(2-(5-methyl-4-(1-(1-methyl-1H-imidazole-5-carbonyl)indolin-5-yl)thiazol-2-ylamino)-2-oxoethyl)phenoxy)ethoxy)ethylcarbamate